4-acetamido-5-amino-3-pentan-3-yloxycyclohexene-1-carboxylate C(C)(=O)NC1C(C=C(CC1N)C(=O)[O-])OC(CC)CC